(E)-N'-(2,2-dimethylpropylidene)benzohydrazide CC(\C=N\NC(C1=CC=CC=C1)=O)(C)C